CN1N=CC=C1NC1=NC=CC(=C1)C1=CC(NC(=C1)C1=C(C=CC=C1)C(F)(F)F)=O 4-[2-[(2-methylpyrazol-3-yl)amino]-4-pyridinyl]-6-[2-(trifluoromethyl)phenyl]-1H-pyridin-2-one